4-((2-acetamidoethyl)amino)-N-(3'-(5-(((2-hydroxyethyl)amino)methyl)picolinamido)-2,2'-dimethyl-[1,1'-biphenyl]-3-yl)-4,5,6,7-tetrahydropyrazolo[1,5-a]pyridine-2-carboxamide C(C)(=O)NCCNC1C=2N(CCC1)N=C(C2)C(=O)NC=2C(=C(C=CC2)C2=C(C(=CC=C2)NC(C2=NC=C(C=C2)CNCCO)=O)C)C